C(C)N1N=C(C=C1C)C 1-ethyl-3,5-dimethyl-1H-pyrazole